C(C)(C)NC(N(C)[C@@H]1C[C@H](CC1)C1=CC(=NN1)NC(CC1=CC(=NO1)C)=O)=O N-(5-((1S,3S)-3-(3-isopropyl-1-methylureido)cyclopentyl)-1H-pyrazol-3-yl)-2-(3-methylisoxazol-5-yl)acetamide